N-(3-(2-(bicyclo[2.2.2]octan-1-yl)-5-(2-((2,2-dioxido-2-thiaspiro[3.3]heptan-6-yl)amino)pyrimidin-4-yl)thiazol-4-yl)-2-fluorophenyl)-2,6-difluorobenzenesulfonamide C12(CCC(CC1)CC2)C=2SC(=C(N2)C=2C(=C(C=CC2)NS(=O)(=O)C2=C(C=CC=C2F)F)F)C2=NC(=NC=C2)NC2CC1(CS(C1)(=O)=O)C2